6-(((2-(((3,5-dichloropyridin-4-yl)methyl)thio)-6,7-dihydro-5H-cyclopenta[d]pyrimidin-4-yl)oxy)methoxy)-6-oxohexanoic acid ClC=1C=NC=C(C1CSC=1N=C(C2=C(N1)CCC2)OCOC(CCCCC(=O)O)=O)Cl